BrC1=C(C=C2C(=NC(=NC2=C1F)Cl)OC(C)(C)C)Cl 7-bromo-4-(tert-butoxy)-2,6-dichloro-8-fluoroquinazoline